methyl-phospholene oxide CC1=P(CCC1)=O